N=C(N)NS(=O)(=O)C1C=CC(N)=CC=1 Sulphaguanidine